L-β-naphthylalanine C1(=CC=CC2=CC=CC=C12)C[C@H](N)C(=O)O